2-(4-chloro-2,6-dimethyl-phenyl)-1-hydroxy-9,12-dioxa-4-azadispiro[4.2.48.25]tetradec-1-en-3-one ClC1=CC(=C(C(=C1)C)C1=C(C2(NC1=O)CCC1(OCCO1)CC2)O)C